BrC=1C=C2N(NC(C(C2=O)C(=O)OCC)=O)C1 ethyl 6-bromo-2,4-dioxo-1H,3H-pyrrolo[1,2-b]pyridazine-3-carboxylate